FC1=NC=CC=C1C1=C2N=CN(C2=NC=N1)C1OCCCC1 6-(2-fluoropyridin-3-yl)-9-(tetrahydro-2H-pyran-2-yl)-9H-purine